methyl-2-(4-nitrostyryl)-3-morpholinobenzoate COC(C1=C(C(=CC=C1)N1CCOCC1)C=CC1=CC=C(C=C1)[N+](=O)[O-])=O